2-cyano-3-difluoromethoxy-N-ethyl-4-fluoro-benzenesulfonamide C(#N)C1=C(C=CC(=C1OC(F)F)F)S(=O)(=O)NCC